ClC=1C(=NC(=NC1)NC1=C(C=C(C(=C1)C)N1CCC(CC1)N1CCN(CC1)C)OC)NC1=C(C=C(C(=C1)C)C)P(C)(C)=O (2-((5-Chloro-2-((2-methoxy-5-methyl-4-(4-(4-methylpiperazin-1-yl)piperidin-1-yl)phenyl)amino)pyrimidin-4-yl)amino)-4,5-dimethylphenyl)dimethylphosphine oxide